(3S,6S,9R,10aR)-6-amino-9-(benzyloxy)-3-(3-(morpholine-4-carbonyl)azetidine-1-carbonyl)octahydropyrrolo[1,2-a]azocin-5(1H)-one N[C@H]1CC[C@H](C[C@@H]2N(C1=O)[C@@H](CC2)C(=O)N2CC(C2)C(=O)N2CCOCC2)OCC2=CC=CC=C2